ClC=1C(=C(C=NNC(=O)C2=CC3=CC=CC=C3C=C2O)C=C(C1)Cl)O 3-hydroxy-naphthalene-2-carboxylic acid (3,5-dichloro-2-hydroxy-benzylidene)-hydrazide